CC1=CC=C(C2=C(C=CC=C12)C)C 1,4,5-trimethylnaphthalene